FC(CC(=O)N1C2C=C(CC1CC2)C2=NC(=NC=C2)NC=2C=NN(C2)C)F 3,3-difluoro-1-(3-(2-((1-methyl-1H-pyrazol-4-yl)amino)pyrimidin-4-yl)-8-azabicyclo[3.2.1]oct-2-en-8-yl)-1-propanone